C1(=CC=CC=C1)NC1=C(C=CC=C1)C=1C=NC=CC1 N-phenyl-2-(pyridin-3-yl)aniline